CC=1C=C(OC2=C(C=C(C=C2)C(C)(C)O)C=2C3=C(C(N(C2)C)=O)NC=C3)C=C(C1N1CC(C1)CC1CCNCC1)C 4-[2-[3,5-dimethyl-4-[3-(4-piperidylmethyl)azetidin-1-yl]phenoxy]-5-(1-hydroxy-1-methyl-ethyl)phenyl]-6-methyl-1H-pyrrolo[2,3-c]pyridin-7-one